(4-(1H-pyrazol-4-yl)phenyl)-1,3-dihydrospiro[indene-2,3'-pyrrolidine] N1N=CC(=C1)C1=CC=C(C=C1)N1CC2(CC1)CC1=CC=CC=C1C2